(R)-3-(6-bromopyridin-2-yl)-5-(methoxymethyl)-6,7-dihydro-5H-Pyrrolo[2,1-c][1,2,4]triazole BrC1=CC=CC(=N1)C=1N2C(=NN1)CC[C@@H]2COC